(2RS,4R)-4-fluoro-1-[2-(4-methyl-4H-1,2,4-triazol-3-yl)acetyl]-N-[(S)-phenyl[4-(propan-2-yl)phenyl]methyl]pyrrolidine-2-carboxamide F[C@@H]1C[C@@H](N(C1)C(CC1=NN=CN1C)=O)C(=O)N[C@H](C1=CC=C(C=C1)C(C)C)C1=CC=CC=C1 |&1:3|